Cl.N1(CC=CC=C1)C(=O)O pyridine-1-carboxylate hydrochloride